ClC1=CC=C(C(=O)OC2=CC3=C(NC=N3)C=C2)C=C1 1H-benzo[d]imidazol-5-yl 4-chlorobenzoate